4,7,10-trimethyl-13-(4-(4,7,10-trimethyl-2,5,8,11-tetraoxatetradec-13-en-13-yl)phenyl)-2,5,8,11-tetraoxatetradec-12-en CC(COC)OCC(OCC(OC=C(C)C1=CC=C(C=C1)C(COC(COC(COC(COC)C)C)C)=C)C)C